The molecule is a linear amino hexasaccharide made up from alternating galactose and glucosamine units linked by alternating beta-(1->4)- an d beta-(1->3)-linkages. It is an amino hexasaccharide and a glucosamine oligosaccharide. CC(=O)N[C@@H]1[C@H]([C@@H]([C@H](O[C@H]1O[C@H]2[C@H]([C@H](O[C@H]([C@@H]2O)O[C@@H]3[C@H](O[C@H]([C@@H]([C@H]3O)NC(=O)C)O[C@H]4[C@H]([C@H](O[C@H]([C@@H]4O)O[C@@H]5[C@H](OC([C@@H]([C@H]5O)NC(=O)C)O)CO)CO)O)CO)CO)O)CO)O[C@H]6[C@@H]([C@H]([C@H]([C@H](O6)CO)O)O)O)O